CN([C@@H](CC1=CNC2=CC=CC(=C12)O)C(=O)O)C N,N-dimethyl-4-hydroxytryptophan